1-(4,5-dihydroxy-2-nitrophenyl)ethanone OC1=CC(=C(C=C1O)C(C)=O)[N+](=O)[O-]